(±)-2-Chloro-4-(4-(3-chlorophenyl)-trans-2,3-dimethylpiperazine-1-carbonyl)benzaldehyde ClC1=C(C=O)C=CC(=C1)C(=O)N1[C@H]([C@@H](N(CC1)C1=CC(=CC=C1)Cl)C)C |r|